FC(C=1N=C(OC1C(=O)N1[C@@H](C2=C(CC1)NC=N2)C=2OC1=C(N2)C=C(C=C1)F)C1=CC=NC=C1)F (S)-(4-(difluoromethyl)-2-(pyridin-4-yl)oxazol-5-yl)(4-(5-fluorobenzo[d]oxazol-2-yl)-6,7-dihydro-1H-imidazo[4,5-c]pyridin-5(4H)-yl)methanone